NCCN(C1COCC1)C N-(2-aminoethyl)-N-methyloxacyclopentane-3-amine